N-((1r,3r)-3-((5-([1,2,4]triazolo[1,5-a]pyridin-6-yl)-4-(2,2-difluoroethoxy)pyrrolo[2,1-f][1,2,4]triazin-2-yl)amino)-1-methylcyclobutyl)acetamide-2,2,2-d3 N=1C=NN2C1C=CC(=C2)C=2C=CN1N=C(N=C(C12)OCC(F)F)NC1CC(C1)(C)NC(C([2H])([2H])[2H])=O